O1CCN(CC1)CCNC=O N-(2-morpholinoethyl)formamide